N-(2-(5-fluoro-1H-indol-3-yl)ethyl)-N-methylcyclopropaneamine FC=1C=C2C(=CNC2=CC1)CCN(C1CC1)C